CS(=O)(=O)OC[C@H]1CN(CC1)C(=O)OC(C)(C)C tert-butyl (3R)-3-[(methanesulfonyloxy)methyl]pyrrolidine-1-carboxylate